4-((2-(2-(2-hydroxyethoxy)ethoxy)ethyl)methylamino)benzaldehyde OCCOCCOCCN(C1=CC=C(C=O)C=C1)C